2-bromothieno[3,2-c]pyridin-4-amine BrC1=CC=2C(=NC=CC2S1)N